3-(methoxymethyl)-1-((2-methyl-1,2,3,4-tetrahydroisoquinolin-7-yl)methyl)-1H-pyrazole-4-carboxylic acid lithium [Li].COCC1=NN(C=C1C(=O)O)CC1=CC=C2CCN(CC2=C1)C